1,4-tetradecanediol C(CCC(CCCCCCCCCC)O)O